(S)-3-(4-fluoro-2',5,6'-trimethyl-[1,1'-biphenyl]-3-yl)-3-((S)-2-(3-(2-(3-(fluoromethyl)azetidin-1-yl)ethyl)-5-methyl-6-oxoPyridazin-1(6H)-yl)-4-methylpentanamido)propanoic acid FC1=C(C=C(C=C1C)C1=C(C=CC=C1C)C)[C@H](CC(=O)O)NC([C@H](CC(C)C)N1N=C(C=C(C1=O)C)CCN1CC(C1)CF)=O